[NH4+].[Al+3] aluminum ammonium salt